FC(S(=O)(=O)[O-])S(=O)(=O)[O-] fluoromethanedisulfonate